BrC=1C=C(N(C1)S(=O)(=O)C1=CC=C(C)C=C1)CC1N=C(CC1(C)C)C 4-bromo-1-tosyl-2-((3,3,5-trimethyl-3,4-dihydro-2H-pyrrol-2-yl)methyl)-1H-pyrrole